OC[C@H](C)NC(=O)C1=NC=C(C=C1)N1CC(C1)OC N-[(2S)-1-hydroxypropan-2-yl]-5-(3-methoxyazetidin-1-yl)pyridine-2-carboxamide